C12(CC3CC(CC(C1)C3)C2)NCC(=O)N2CCN(CC2)C2=NC=C(C=C2)O 2-(1-Adamantylamino)-1-[4-(5-hydroxy-2-pyridyl)piperazin-1-yl]ethanone